6-chloro-3-{methyl-[(3-methyl-2-oxooxooxopyrrolidin-3-yl)methyl]amino}pyridazine-4-carboxylic acid tert-butyl ester C(C)(C)(C)OC(=O)C1=C(N=NC(=C1)Cl)N(CC1(C(NC(C1=O)=O)=O)C)C